CC1CC(CCC1C)C1=C(C=C(C=C1)O)O 4-(3,4-Dimethylcyclohexyl)benzene-1,3-diol